N-((1,2,3,5,6,7-hexahydro-s-indacen-4-yl)carbamoyl)-4-hydroxy-4,7,7-trimethyl-4,5,6,7-tetrahydrobenzofuran-2-sulfonamide C1CCC2=C(C=3CCCC3C=C12)NC(=O)NS(=O)(=O)C=1OC2=C(C1)C(CCC2(C)C)(C)O